FC1=CC=CC=2C3=C(N=NC12)N(C(N3C(C)C)=O)C fluoro-1-isopropyl-3-methyl-1H-imidazo[4,5-c]cinnolin-2(3H)-one